Cl.NC/C(/CN1N=CN(C1=O)CC=1SC(=CC1)C=1C=NC(=CC1)SC)=C\F 2-[(2E)-2-(aminomethyl)-3-fluoroprop-2-en-1-yl]-4-(5-[6-(methylsulfanyl)pyridin-3-yl]thiophen-2-ylmethyl)-2,4-dihydro-3H-1,2,4-triazol-3-one hydrochloride